OC1CC(N(CC1)C(C(C)SC)=O)C=1NC(=CN1)C1=CC=C(C=C1)C 1-(4-hydroxy-2-(5-(p-tolyl)-1H-imidazol-2-yl)piperidin-1-yl)-2-(methylsulfanyl)propan-1-one